[N+](=O)([O-])C1=CC=C(C=C1)C=1N=C2SC3=C(C4=CNC=C4CC3)N2C1 8-(4-nitrophenyl)-4,5-dihydro-2H-imidazo[2',1':2,3][1,3]thiazolo[4,5-e]isoindole